2-phenoxy-ethyl isobutyrate C(C(C)C)(=O)OCCOC1=CC=CC=C1